OC(C(=O)O)C(C(=O)O)O 2,3-dihydroxy-butanedioic acid